C1CC(=O)N(C1=O)OC(=O)C2=CC=C[CH-]2.[CH-]1C=CC=C1.[Fe+2] N-Succinimidyl Ferrocenecarboxylate